Zinc Pyrophosphate [O-]P([O-])(=O)OP(=O)([O-])[O-].[Zn+2].[Zn+2]